3-(2,4-dichloro-5-fluorophenyl)-N-(2-hydroxyethyl)-1H-pyrazole-5-carboxamide ClC1=C(C=C(C(=C1)Cl)F)C1=NNC(=C1)C(=O)NCCO